C[SH+]C1C(CCCC1)=O methyl-(2-oxocyclohexyl)sulfonium